2-Hexyldecyl 3-ethyl-12-hexyl-6-isopropyl-10-oxo-9,11-dioxa-3,6-diazapentadecan-15-oate C(C)N(CC)CCN(CCOC(OC(CCC(=O)OCC(CCCCCCCC)CCCCCC)CCCCCC)=O)C(C)C